2-[2-(4-morpholin-4-ylphenylamino)-5-trifluoromethyl-pyrimidin-4-ylamino]-thiophene-3-carboxylic acid methyl ester COC(=O)C1=C(SC=C1)NC1=NC(=NC=C1C(F)(F)F)NC1=CC=C(C=C1)N1CCOCC1